2-fluoro-5-cyanobenzaldehyde FC1=C(C=O)C=C(C=C1)C#N